C1(CCCCC1)NC(C)C N-cyclohexylisopropylamine